C(C)(C)C1=NC=C2N1C=C(N=C2)OC 3-isopropyl-6-methoxyimidazo[1,5-a]pyrazine